[C@H]1([C@@H](O)[C@@H](O)[C@H](O)[C@H](O1)CO)OCCN(C(CN(CC(NCCCCCC(NCCO[C@H]1[C@@H](O)[C@H](O)[C@H](O)[C@@H](O1)C)=O)=O)CC(NCCCCCNC(OCC1=CC=CC=C1)=O)=O)=O)CCO[C@@H]1[C@@H](O)[C@@H](O)[C@H](O)[C@H](O1)CO benzyl {13-[2-(bis{2-[(α-D-mannopyranosyl)oxy]ethyl} amino)-2-oxoethyl]-1-[(α-L-fucopyranosyl)oxy]-4,11,15-trioxo-3,10,13,16-tetraazahenicosan-21-yl}carbamate